NC1=C(C(C2=C(NN=C2C)O1)(C(C)C)C=1C=C(C=C(C1)CO)C#CC1CN(C1)C(=O)OC(C)(C)C)C#N tert-butyl 3-[2-(3-[6-amino-5-cyano-4-isopropyl-3-methyl-1H-pyrano[2,3-c]pyrazol-4-yl]-5-(hydroxymethyl)phenyl)ethynyl]azetidine-1-carboxylate